C1(CC1)N1N=CC(=C1)[C@@H]1CN(CCO1)C=1C=C(C=2N(N1)C(C(=C(N2)C)C)=O)C21CC(C2)(C1)C(F)(F)F 7-[(2R)-2-(1-cyclopropylpyrazol-4-yl)morpholin-4-yl]-2,3-dimethyl-9-[3-(trifluoromethyl)-1-bicyclo[1.1.1]pentanyl]pyrimido[1,2-b]pyridazin-4-one